C(=O)C=1C=C(OC[C@H](C(=O)OC(C)(C)C)O)C=CC1[N+](=O)[O-] tert-butyl (R)-3-(3-formyl-4-nitrophenoxy)-2-hydroxypropionate